6,6-Dimethyl-bicyclo[3.1.1]-hept-2-ene CC1(C2CC=CC1C2)C